Indole-d7 [2H]C1=C(C(=C2C(=C1[2H])C(=C(N2[2H])[2H])[2H])[2H])[2H]